(3R)-3-chloro-4-methyl-8-[1-methylhexahydropyridin-3-yl]-5,6,7,8-tetrahydropyrido[2,3-c][1,2]diazine ClC1=C(C2=C(N=N1)N(CCC2)[C@H]2CN(CCC2)C)C